FC1=C(C=CC=C1)N1N=NC(=C1C)C(=O)O 1-(2-fluorophenyl)-5-methyl-1H-1,2,3-triazole-4-carboxylic acid